rac-(4aS,8aS)-6-(4-(4-(Trifluoromethyl)benzyl)piperidine-1-carbonyl)hexahydro-2H-pyrido[4,3-b][1,4]oxazin-3(4H)-one FC(C1=CC=C(CC2CCN(CC2)C(=O)N2C[C@H]3[C@@H](OCC(N3)=O)CC2)C=C1)(F)F |r|